O=C1NC2(CN(C2)C(=O)OC2CC(C2)COC2=C(C=C(C=C2)C)F)CO1 3-((2-fluoro-4-methylphenoxy)methyl)cyclobutyl 6-oxo-7-oxa-2,5-diazaspiro[3.4]octane-2-carboxylate